6-bromo-5-chloro-2-[2-methoxy-6-methyl-4-(trifluoromethyl)phenyl]-1-methyl-imidazo[4,5-b]pyridine BrC=1C=C2C(=NC1Cl)N=C(N2C)C2=C(C=C(C=C2C)C(F)(F)F)OC